3-((tert-butyldimethylsilyl)oxy)benzoyl chloride [Si](C)(C)(C(C)(C)C)OC=1C=C(C(=O)Cl)C=CC1